N=1N(N=C2C1C=CC=C2)C=2C=C(C=C(C2O)C(C)(C)C)C(C(=O)O)C 3-(2-benzotriazolyl)-4-hydroxy-5-tertiary butyl-phenylpropionic acid